NC=1C(=C(C=CC1)C1=CN(C(C(=N1)NC1=CC=C(C(=O)N2CCN(CC2)C(=O)OC(C)(C)C)C=C1)=O)C)C tert-butyl 4-(4-((6-(3-amino-2-methylphenyl)-4-methyl-3-oxo-3,4-dihydropyrazin-2-yl)amino)benzoyl)piperazine-1-carboxylate